3-(5-ethyl-1,3,4-oxadiazol-2-yl)aniline C(C)C1=NN=C(O1)C=1C=C(N)C=CC1